[OH-].C(C1=CC=CC=C1)N1C=[N+](C=C1)CC1=CC=CC=C1 1,3-dibenzyl-1H-imidazol-3-ium hydroxide